5-chloro-thiophene-2-carboxylate ClC1=CC=C(S1)C(=O)[O-]